pentamethyl-piperidinol CC1C(C(N(CC1)O)(C)C)(C)C